C1CCCC=2C(=CC=CC12)O Tetralin-5-ol